N-[2-chloro-4-(trifluoromethyl)phenyl]-2-iodoacetamide ClC1=C(C=CC(=C1)C(F)(F)F)NC(CI)=O